C(CCCCCCCC)NC(=S)NCC1=CC(=C(C=C1)O)OC 1-nonyl-3-(4-hydroxy-3-methoxybenzyl)thiourea